C(C)OC1=CC=C(C=C1)S(=O)(=O)OC1=C(C=CC=C1)NC(=O)NC1=CC=C(C=C1)OS(=O)(=O)C1=CC=C(C=C1)OCC N-[2-(p-ethoxybenzenesulfonyloxy)phenyl]-N'-[4-(p-ethoxybenzenesulfonyloxy)phenyl]urea